ClC1=NC=C(C(=C1)N1CCC(CC1)(C)CO)C#CC1CN(CC1)C (1-(2-chloro-5-((1-methylpyrrolidin-3-yl)ethynyl)pyridin-4-yl)-4-methylpiperidin-4-yl)methanol